CC(=O)OC1=CC=C2C3=C1O[C@@H]1[C@]33CCN([C@H](C2)[C@@H]3C=C[C@@H]1OC(=O)C)C heroin